C(C1=CC=CC=C1)N1N=C(C(=C1NC(CC1CC(C1)(F)F)=O)C)C1CC(C1)(F)F N-(1-benzyl-3-(3,3-difluoro-cyclobutyl)-4-methyl-1H-pyrazol-5-yl)-2-(3,3-difluorocyclobutyl)acetamide